N-tetradecyl-3-benzyloxypyridin-4-one C(CCCCCCCCCCCCC)N1C=C(C(C=C1)=O)OCC1=CC=CC=C1